C(\C=C\C(=O)O)(=O)O.FC=1C=CC(=NC1)[C@@]1(CCOC2(C1)CCOCC2)CCNC2CC1=CC=CC=C1C2 (R)-N-(2-(4-(5-fluoropyridin-2-yl)-1,9-dioxaspiro[5.5]undecan-4-yl)ethyl)-2,3-dihydro-1H-inden-2-amine fumarate salt